C1(CC1)C1=NC=NC(=C1C1=NC=C2C(=N1)N(C1=C2C=NN1)CC1=CC=C(C=C1)C=1N(C=C(N1)C(F)(F)F)C(C)C)OC 6-(4-cyclopropyl-6-methoxypyrimidin-5-yl)-8-(4-(1-isopropyl-4-(trifluoromethyl)-1H-imidazol-2-yl)benzyl)-1,8-dihydropyrazolo[4',3':4,5]pyrrolo[2,3-d]pyrimidine